1-(4-{3-[5-(trifluoromethyl)pyrimidin-2-yl]-1,2,4-oxadiazol-5-yl}bicyclo[2.2.2]octan-1-yl)methanamine FC(C=1C=NC(=NC1)C1=NOC(=N1)C12CCC(CC1)(CC2)CN)(F)F